CC(C(\C(\C(=O)O)=N/NC1=C(C=C(C=C1)F)F)=O)(C(=O)O)C dimethyl-(2E)-2-[(2,4-difluorophenyl)hydrazono]-3-oxo-glutaric acid